fluorosilicic acid F[Si-2](F)(F)(F)(F)F.[H+].[H+]